5-Cyclopropyl-isoxazole-3-carboxylic acid ethyl ester C(C)OC(=O)C1=NOC(=C1)C1CC1